6'-hydroxy-N-(1-methylindazol-7-yl)-[2,3'-bipyridine]-5-sulfonamide OC1=CC=C(C=N1)C1=NC=C(C=C1)S(=O)(=O)NC=1C=CC=C2C=NN(C12)C